1-isopropyl-5,5-dimethyl-2,4-imidazolinedione C(C)(C)N1C(NC(C1(C)C)=O)=O